4-(5-hydroxy-3-methyl-pyrazol-1-yl)benzoic acid OC1=CC(=NN1C1=CC=C(C(=O)O)C=C1)C